(S)-4-((2-oxa-6-azaspiro[3.3]heptan-6-yl)methyl)-3-chloro-N-(3-(1-((2-ethyl-2H-pyrazolo[3,4-b]pyrazin-6-yl)amino)ethyl)phenyl)-5-fluorobenzamide C1OCC12CN(C2)CC2=C(C=C(C(=O)NC1=CC(=CC=C1)[C@H](C)NC=1C=NC=3C(N1)=NN(C3)CC)C=C2F)Cl